(4-(difluoromethyl)phenyl)-8,8a-dihydroxy-1-methoxy-6-phenyl-5a,7,8,8a-tetrahydro-6H-cyclopenta[4,5]furo[3,2-c]pyridine-7-carboxylic acid FC(C1=CC=C(C=C1)C1=CC2=C(C(=N1)OC)C1(C(O2)C(C(C1O)C(=O)O)C1=CC=CC=C1)O)F